4-(6-chloro-7-(2-fluoro-5-methylphenyl)-1-(2-isopropyl-4-methylpyridin-3-yl)-2-oxo-1,2-dihydropyrido[2,3-d]pyrimidin-4-yl)-3,5-dimethylpiperazine-1-carboxylic acid tert-butyl ester C(C)(C)(C)OC(=O)N1CC(N(C(C1)C)C=1C2=C(N(C(N1)=O)C=1C(=NC=CC1C)C(C)C)N=C(C(=C2)Cl)C2=C(C=CC(=C2)C)F)C